C(CCCCCCC)[Sb] octylstibium